1-[3-(3-chloro-2-piperazin-1-yl-6-quinolyl)phenyl]-N,N-dimethyl-methanamine ClC=1C(=NC2=CC=C(C=C2C1)C=1C=C(C=CC1)CN(C)C)N1CCNCC1